O1C(=CC=C1)C1CC(=NN1C(C)=O)C1=C(C=CC=C1)O 1-[5-Furan-2-yl-3-(2-hydroxyphenyl)-4,5-dihydropyrazol-1-yl]-ethanone